C(=C)CC[SiH](Cl)Cl Vinylethyl-dichlorosilane